4,6-dihydrocyclopenta[b]thiophen-5-one S1C2=C(C=C1)CC(C2)=O